C1=C(C=CC2=CC=CC=C12)C1=NC(=CC2=CC=CC=C12)C1=CC=C(C=C1)C 1-(naphthalen-2-yl)-3-(p-tolyl)isoquinoline